(R)-2-(4-((4'-(1,1,1,3,3,3-hexafluoro-2-hydroxypropan-2-yl)-2-methyl-[1,1'-biphenyl]-4-yl)methyl)-1-(pyridin-4-ylmethyl)piperazin-2-yl)acetic acid FC(C(C(F)(F)F)(O)C1=CC=C(C=C1)C1=C(C=C(C=C1)CN1C[C@H](N(CC1)CC1=CC=NC=C1)CC(=O)O)C)(F)F